N-[2-(3-{5-[(R)-(1,3-dimethyl-azetidin-3-yl)-hydroxy-(4-isopropyl-phenyl)-methyl]-pyridin-3-yl}-[1,2,4]Oxadiazol-5-yl)-ethyl]-2-hydroxy-N-methyl-acetamide CN1CC(C1)(C)[C@@](C=1C=C(C=NC1)C1=NOC(=N1)CCN(C(CO)=O)C)(C1=CC=C(C=C1)C(C)C)O